Cl.Cl.COC=1C=C(C=CC1OC)C1=NN(C2=C1C=NC=1C=CC(=CC21)OC)C2=CC=C1CCNCC1=C2 3-(3,4-dimethoxyphenyl)-8-methoxy-1-(1,2,3,4-tetrahydroisoquinolin-7-yl)-1H-pyrazolo[4,3-c]quinoline dihydrochloride